O[C@H]1C[C@@H](CCC1)N1C(C2(C3=C1N=C(N=C3)NC=3C(=NNC3)OC[C@@H]3COCC3)CC2)=O 7'-((1R,3R)-3-hydroxycyclohexyl)-2'-((3-(((S)-tetrahydrofuran-3-yl)methoxy)-1H-pyrazol-4-yl)amino)spiro[cyclopropane-1,5'-pyrrolo[2,3-d]pyrimidin]-6'(7'H)-one